O=C1C2=CC=CC(=C2C(C=2C(=CC=C(C12)CCCC(=O)O)CCCC(=O)O)=O)CCCC(=O)O 4,4',4''-(9,10-dioxo-9,10-dihydroanthracene-1,4,5-triyl)tributyric acid